ClC1=NC2=C(C=CC=C2C(=N1)NNC(=O)[C@H]1CN(CCC1)C(=O)OC(C)(C)C)OC tert-butyl (R)-3-(2-(2-chloro-8-methoxyquinazolin-4-yl)hydrazine-1-carbonyl)piperidine-1-carboxylate